C1(CCC1)C=1C=C2C(=C(C(N(C2=CC1)C)=O)C(=O)N)N1CCC(CC1)C=1OC2=C(N1)C=C(C=C2)C 6-cyclobutyl-1-methyl-4-[4-(5-methyl-1,3-benzoxazol-2-yl)piperidin-1-yl]-2-oxo-1,2-dihydroquinoline-3-carboxamide